N-(2-(4,5-dihydroisoxazol-3-yl)-3-methylphenyl)acetamide O1N=C(CC1)C1=C(C=CC=C1C)NC(C)=O